2-[1-[2-[4-[4-(2,6-Dioxo-3-piperidinyl)phenyl]-1-piperidinyl]-2-oxo-ethyl]-4-piperidinyl]-7-isopropoxy-N-pyrazolo[1,5-a]pyrimidin-3-yl-imidazo[1,2-a]pyridine-6-carboxamide O=C1NC(CCC1C1=CC=C(C=C1)C1CCN(CC1)C(CN1CCC(CC1)C=1N=C2N(C=C(C(=C2)OC(C)C)C(=O)NC=2C=NN3C2N=CC=C3)C1)=O)=O